OC1=CC(=C(C=2C(C3=CC=CC(=C3C(C12)=O)O)=O)CCC)C(=O)N 4,5-dihydroxy-9,10-dioxon-propyl-9,10-dihydro-anthracene-2-carboxamide